FC(C=1SC(=C(N1)C(=O)OCC)C(=O)OCC)(F)F Diethyl 2-(trifluoromethyl)thiazole-4,5-dicarboxylate